[N+](=O)([O-])C1=CC=C(C=C1)OC(=O)C1C(=NN(C1=O)C1=CC(=C(C=C1)OC(F)F)C=1OC(=CN1)C)C 1-(4-(difluoromethoxy)-3-(5-methyloxazol-2-yl)phenyl)-3-methyl-5-oxo-4,5-dihydro-1H-pyrazole-4-carboxylic acid 4-nitrophenyl ester